N1N=CC2=C(C=CC=C12)SC1=C(N=C(N(C1=C=O)C)N1CCC2(CCC[C@H]2N[S@](=O)C(C)(C)C)CC1)N (R)-N-((R)-8-(5-((1H-indazol-4-yl)thio)-4-amino-1-methyl-6-carbonyl-1,6-dihydropyrimidin-2-yl)-8-azaspiro[4.5]decan-1-yl)-2-methylpropan-2-sulfinamide